NC[C@H](CCCCCCCCCCCCCCC(=O)O)CCCCCCCCCCCCCC(=O)O (R)-3-aminopropane-1,2-diylbis(tetradecanoic acid)